OC(CC=CCC=CCCCCCCCCCCCCCCC(=O)[O-])C=CC=CC#CC(CC=CCC)O 22,29-dihydroxytetratriaconta-16,19,23,25,31-pentaen-27-ynoat